ClC=1C=C(OC2CCC(CC2)NC(=O)C=2N=NC(=CC2)N2CCN(CC2)CC=2C(=C3C(N(C(C3=CC2)=O)C2C(NC(CC2)=O)=O)=O)F)C=CC1C#N N-((1r,4r)-4-(3-chloro-4-cyanophenoxy)cyclohexyl)-6-(4-((2-(2,6-dioxopiperidin-3-yl)-4-fluoro-1,3-dioxoisoindolin-5-yl)methyl)piperazin-1-yl)pyridazine-3-carboxamide